O[C@@H]1CN(CC1)CC=1C(=NN(C1)C1=NC(=NC=C1C)NC=1C(=CC(=C(C1)NC(C=C)=O)N1CCOCC1)OC)C (S)-N-(5-(4-(4-((3-hydroxypyrrolidin-1-yl)methyl)-3-methyl-1H-pyrazol-1-yl)-5-methylpyrimidin-2-ylamino)-4-methoxy-2-morpholinophenyl)acrylamide